1,4-bis(trimethylgermyl)-1,4-Dihydropyrazine C[Ge](N1C=CN(C=C1)[Ge](C)(C)C)(C)C